OCCCC1C(CCCC1)O 2-(3-hydroxypropyl)cyclohexanol